4-(3,3-difluoro-1-((4-methyl-4H-1,2,4-triazol-3-yl)methyl)cyclobutyl)-N-ethylpyridin-2-amine FC1(CC(C1)(CC1=NN=CN1C)C1=CC(=NC=C1)NCC)F